(2R,4S)-1-[4-({8-[(2R,3S)-3-(methanesulfonyl-methyl)-2-methylazetidin-1-yl]-5-(propan-2-yl)isoquinolin-3-yl}amino)pyrimidin-2-yl]-2-methyl-piperidin-4-ol CS(=O)(=O)C[C@@H]1[C@H](N(C1)C=1C=CC(=C2C=C(N=CC12)NC1=NC(=NC=C1)N1[C@@H](C[C@H](CC1)O)C)C(C)C)C